N,N-bis(dimethylsilyl)acetamide CC(=O)N([Si](C)C)[Si](C)C